FC(C(=O)O)(F)F.CN1C(N(C2=C1C=C(C=C2)C2CCNCC2)C2C(NC(CC2)=O)=O)=O 3-[3-methyl-2-oxo-5-(4-piperidyl)benzimidazol-1-yl]piperidine-2,6-dione trifluoroacetic acid salt